OC1=CC=C(C(=O)[O-])C=C1.[K+] potassium monohydroxybenzoate